6,6'-(((pyridine-2,6-diylbis(methylene))-bis((carboxymethyl)azanediyl))bis(methylene))dipicolinic acid N1=C(C=CC=C1CN(CC(=O)O)CC1=CC=CC(=N1)C(=O)O)CN(CC(=O)O)CC1=CC=CC(=N1)C(=O)O